C=C(COC(CC#N)C)CCCCCC 3-((2-Methyleneoctyl)oxy)butyronitrile